C1(CC1)C1=CC=C(C=C1)NC(=O)[C@@H]1N(CCCCC1)CC1=NC=CN=C1C (R)-N-(4-cyclopropylphenyl)-1-((3-methylpyrazin-2-yl)methyl)azepane-2-carboxamide